1,3-dimethyl-3-(N,N-dimethylaminosulfonylmethyl)-5-methoxy-2-oxo-indole CN1C(C(C2=CC(=CC=C12)OC)(CS(=O)(=O)N(C)C)C)=O